9-bromo-2,3,6,7-tetrahydro-5H-[1,4]oxaazino[2,3,4-ij]quinolin-5-one BrC=1C=C2CCC(N3C2=C(C1)OCC3)=O